(1S,2S)-N-((2-(3-chlorophenyl)-3,3-difluorooxetan-2-yl)methyl)-2-phenylcyclopropane-1-carboxamide ClC=1C=C(C=CC1)C1(OCC1(F)F)CNC(=O)[C@@H]1[C@H](C1)C1=CC=CC=C1